Cl.Cl.NCCC=1OC=C(N1)C(=O)NCC1=NC=CC=C1 2-(2-aminoethyl)-N-(pyridin-2-ylmethyl)-1,3-oxazole-4-carboxamide dihydrochloride